CC1C(CC(C(N1CCOCCCOCC#C)=O)NC(OC(C)(C)C)=O)C1=CC=CC=C1 tert-butyl N-[6-methyl-2-oxo-5-phenyl-1-[2-(3-prop-2-ynoxypropoxy)ethyl]-3-piperidyl]carbamate